4-[4-(trifluoromethyl)pyrazolo[1,5-a]pyridin-2-yl]-4,5,6,7-tetrahydro-1H-imidazo[4,5-c]pyridine FC(C=1C=2N(C=CC1)N=C(C2)C2NCCC1=C2N=CN1)(F)F